N-(3-acetamidobenzyl)-4-(trifluoromethyl)quinoline-3-carboxamide C(C)(=O)NC=1C=C(CNC(=O)C=2C=NC3=CC=CC=C3C2C(F)(F)F)C=CC1